CN1C(N(C2=C1C(=CC=C2)N2CCC(CC2)CNC)C2C(NC(CC2)=O)=O)=O 3-[3-methyl-4-[4-(methylaminomethyl)-1-piperidyl]-2-oxo-benzimidazol-1-yl]piperidine-2,6-dione